Zirconium-calcium [Ca].[Zr]